C(C)OC(=O)C=1C(NC(NC1C)=O)C1=CC=C(C=C1)C(C)(C)C 4-(4-tert-butylphenyl)-6-methyl-2-oxo-1,2,3,4-tetrahydropyrimidine-5-carboxylic acid ethyl ester